BrC1=CC2=C(N=C(N=C2)SC)N=C1NCCO 2-((6-bromo-2-(methylthio)pyrido[2,3-d]pyrimidin-7-yl)amino)ethan-1-ol